4-(naphthalen-1-ylmethylene)-3-methyl-1-phenyl-1H-pyrazol-5(4H)-one C1(=CC=CC2=CC=CC=C12)C=C1C(=NN(C1=O)C1=CC=CC=C1)C